(2R,3S)-3-(2-((4-amino-2,6-dichlorophenyl)amino)-4,5-dihydro-1H-imidazole-1-carbonyl)-2-((1-methyl-1H-imidazol-5-yl)methyl)pentyl propionate C(CC)(=O)OC[C@@H]([C@H](CC)C(=O)N1C(=NCC1)NC1=C(C=C(C=C1Cl)N)Cl)CC1=CN=CN1C